4-(trityl)-4H-1,2,4-triazol-3-amine C(C1=CC=CC=C1)(C1=CC=CC=C1)(C1=CC=CC=C1)N1C(=NN=C1)N